(3-aminopyrazolo[1,5-a]pyridin-7-yl)methanol NC=1C=NN2C1C=CC=C2CO